ClCCCCCCCCCCCCCCCC monochlorohexadecane